FC(C1=NN=C(O1)C1=CC(=C(CNC2=CC=C(C=C2)F)C=C1)F)F N-(4-(5-(difluoromethyl)-1,3,4-oxadiazol-2-yl)-2-fluorobenzyl)-4-fluoroaniline